COC=1C(=NC(=NC1)C)NC1=NNC2=CC(=CC=C12)[C@@H]1C[C@]12C(NC1=CC=C(C=C21)OC(F)(F)F)=O (1s,2s)-2-{3-[(5-methoxy-2-methylpyrimidin-4-yl)amino]-1H-indazol-6-yl}-5'-(trifluoromethoxy)spiro[cyclopropan-1,3'-indol]-2'(1'H)-one